C(C)(C)(C)C1OC2=C(CN(C1)C[Sn](CCCC)(CCCC)CCCC)C=C(C=C2Cl)N2C=CC1=CC(=CC=C21)F tert-butyl-9-chloro-7-(5-fluoroindol-1-yl)-4-[(tributylstannyl)methyl]-3,5-dihydro-2H-1,4-benzoxazepine